1,1'-bis(2-pyridylvinyl)ferrocene N1=C(C=CC=C1)C=C[C-]1C=CC=C1.[C-]1(C=CC=C1)C=CC1=NC=CC=C1.[Fe+2]